(4-(3-(4-((1-(3-(4-(2-(2,6-dioxopiperidin-3-yl)-1,3-dioxoisoindolin-5-yl)piperidin-1-yl)propyl)piperidin-4-yl)methoxy)benzoyl)-6-hydroxybenzo[b]thiophen-2-yl)phenyl)boronic acid O=C1NC(CCC1N1C(C2=CC=C(C=C2C1=O)C1CCN(CC1)CCCN1CCC(CC1)COC1=CC=C(C(=O)C=2C3=C(SC2C2=CC=C(C=C2)B(O)O)C=C(C=C3)O)C=C1)=O)=O